4-bromo-8-fluoroindolo[2,1-b]quinazoline-6,12-dione BrC=1C=CC=C2C(N3C(=NC12)C(C1=CC(=CC=C13)F)=O)=O